ClC1=NC=CC(=C1)C1(CCC1)N(S(=O)C(C)(C)C)C N-(1-(2-chloropyridin-4-yl)cyclobutyl)-N,2-dimethylpropane-2-sulfinamide